The molecule is a quaternary ammonium ion that is quinuclidine substituted at positions 1 and 4 by 2-(benzyloxy)ethyl and hydroxy(diphenyl)methyl groups respectively. It has a role as a muscarinic antagonist. C1C[N+]2(CCC1(CC2)C(C3=CC=CC=C3)(C4=CC=CC=C4)O)CCOCC5=CC=CC=C5